C(C)OC(=O)C1=CC2=C(N(C(=N2)NC=2OC3=C(N2)C=CC(=C3)OC(F)(F)F)CC3COCC3)C=C1 1-((tetrahydrofuran-3-yl)methyl)-2-((6-(trifluoromethoxy)benzo[d]oxazol-2-yl)amino)-1H-benzo[d]imidazole-5-carboxylic acid ethyl ester